C1=NC=C(C2=CC=CC=C12)N1C(N(C[C@@H]1C#N)CC(C)(C)C)=O (R)-3-(isoquinolin-4-yl)-1-neopentyl-2-oxoimidazolidine-4-carbonitrile